COC1=CC=C(C=C1)C1=C(C=CC=C1)C 4-methoxy-2'-methyl-1,1'-biphenyl